1-(4-((1H-pyrrolo[2,3-b]pyridin-5-yl)oxy)phenyl)-3-(4-methyl-3-trifluoromethylphenyl)urea N1C=CC=2C1=NC=C(C2)OC2=CC=C(C=C2)NC(=O)NC2=CC(=C(C=C2)C)C(F)(F)F